N1N=NC(=C1)CNC(=O)[C@H]1N2C3=C(C=CC=C3C1)CC[C@@H](C2=O)NC([C@H](C(C)C)NC(COCCF)=O)=O (2S,5S)-5-{(S)-2-[2-(2-Fluoro-ethoxy)-acetylamino]-3-methyl-butyrylamino}-4-oxo-1,2,4,5,6,7-hexahydro-azepino[3,2,1-hi]indole-2-carboxylic acid (1H-[1,2,3]triazol-4-ylmethyl)-amide